N-(5-(7-(2,6-dichloro-3,5-dimethoxyphenyl)-5-methoxy-2,6-naphthyridin-3-yl)-1-(2-methoxyethyl)-1H-pyrazol-4-yl)acrylamide ClC1=C(C(=C(C=C1OC)OC)Cl)C1=NC(=C2C=C(N=CC2=C1)C1=C(C=NN1CCOC)NC(C=C)=O)OC